C(C)(C)(C)OC(=O)N1CC(C2(CC1)C1=C(OC2)C=2COC(C2C=C1)=O)=O 3',6-dioxo-6,8-dihydro-2H-spiro[benzo[2,1-b:3,4-C']difuran-3,4'-piperidine]-1'-carboxylic acid tert-butyl ester